C(C)(=O)N1CCN(CC1)C(CCC(=O)N(C1=CC(=C(C(=C1)OC)OC)OC)CC1=CC=C(C=C1)OC)=O 4-(4-acetylpiperazin-1-yl)-N-(4-methoxybenzyl)-4-oxo-N-(3,4,5-trimethoxyphenyl)butanamide